7-amino-2,2-dimethyl-4H-1,4-benzoxazin-3-one NC1=CC2=C(NC(C(O2)(C)C)=O)C=C1